FC(C=1C(=C(C=CC1)[C@@H](C)NC1=NC(=NC2=CC(=C(C=C12)OC)C1=NN(C=C1)C)C)F)F (R)-N-(1-(3-(difluoromethyl)-2-fluorophenyl)ethyl)-6-methoxy-2-methyl-7-(1-methyl-1H-pyrazol-3-yl)quinazolin-4-amine